5-(4-chloro-3,5-difluorophenyl)-2,5,6,7-tetrahydro-3H-pyrrolo[2,1-c][1,2,4]triazol-3-one ClC1=C(C=C(C=C1F)C1CCC2=NNC(N21)=O)F